ClC1=C(C=CC(=C1)C#N)C=1C=NN(C1O)C1=NC=C(C(=O)O)C=C1 6-(4-(2-chloro-4-cyanophenyl)-5-hydroxy-1H-pyrazol-1-yl)nicotinic acid